C(C=C)C1=C(C(=NN=N1)CC=C)CC=C tri-allyl-tri-azine